(2-(1-ethoxyethoxy)ethyl)-benzene C(C)OC(C)OCCC1=CC=CC=C1